(R)-N-(3,3-difluoro-1-(methylsulfonyl)piperidin-4-yl)-5-(1-(2,2-difluoroethyl)-2-methyl-1H-benzo[d]imidazol-6-yl)-4-methoxypyrrolo[2,1-f][1,2,4]triazin-2-amine FC1(CN(CC[C@H]1NC1=NN2C(C(=N1)OC)=C(C=C2)C=2C=CC1=C(N(C(=N1)C)CC(F)F)C2)S(=O)(=O)C)F